ClC1=C(C=CC=C1C1=NC=CC(=C1Cl)C1=NC(=C(C=C1)CNC[C@@H]1NC(CC1)=O)OC)NC(C1=NC=C(C(=C1)OC)CN(C)CCO)=O (R)-N-(2-chloro-3-(3'-chloro-6-methoxy-5-((((5-oxopyrrolidin-2-yl)methyl)amino)methyl)-[2,4'-bipyridin]-2'-yl)phenyl)-5-(((2-hydroxyethyl)(methyl)amino)methyl)-4-methoxypicolinamide